2-(1H-Indol-4-yl)-7-(1-methyl-1H-pyrazol-5-yl)thieno[3,2-d]pyrimidine N1C=CC2=C(C=CC=C12)C=1N=CC2=C(N1)C(=CS2)C2=CC=NN2C